6-((7-(benzyloxy)heptyl)oxy)-7-chloro-4-methylphthalazin-1-ol C(C1=CC=CC=C1)OCCCCCCCOC=1C=C2C(=NN=C(C2=CC1Cl)O)C